C12(CC3CC(CC(C1)C3)C2)CC2=C(N=NC(=C2)N2CCNCC2)C(=O)NC (1-adamantylmethyl)-N-methyl-6-piperazin-1-ylpyridazine-3-carboxamide